5-bromo-2-(3-chloro-2-pyridyl)pyrazole BrC=1C=CN(N1)C1=NC=CC=C1Cl